nickel-cobalt iridium oxide [Ir]=O.[Co].[Ni]